N=1NC(=C2C1COCC2)O 2H,4H,5H,7H-pyrano[3,4-c]Pyrazol-3-ol